ethyl-methylimidazole dihydrogen phosphate P(=O)(O)(O)O.C(C)C=1N=C(NC1)C